bis(dibromopropyl)tetrabromo-bisphenol a BrC(CCC(C(C1=C(C(=C(O)C(=C1Br)Br)Br)Br)(C)C1=CC=C(C=C1)O)CCC(Br)Br)Br